C(C)(C)(C)OC(=O)N1CC(C2=C1C=NC=1N2N=C(C1)Cl)C(F)(F)F 2-chloro-8-(trifluoromethyl)-7,8-dihydro-6H-pyrazolo[1,5-a]pyrrolo[2,3-e]pyrimidine-6-carboxylic acid tert-butyl ester